N'-((3-chloro-5-(trifluoromethyl)pyridin-2-yl)methyl)-N-methylcyclopropanecarbohydrazide ClC=1C(=NC=C(C1)C(F)(F)F)CNN(C(=O)C1CC1)C